thia-1-azabicyclo[4.2.0]oct-2-ene-2-carboxylic acid C1CC2CCN2S(=C1)C(=O)O